6-(5-{[(2R,3S,5S)-2-fluoro-8-azabicyclo[3.2.1]octan-3-yl](methyl)amino}pyrazin-2-yl)-5-hydroxy-2-methyl-4H-chromen-4-one F[C@@H]1C2CC[C@@H](C[C@@H]1N(C=1N=CC(=NC1)C=1C(=C3C(C=C(OC3=CC1)C)=O)O)C)N2